2-chloro-6-cyclobutoxy-N-((1r,4r)-4-methoxycyclohexyl)pyrimidine-4-carboxamide 8-azaBicyclo[3.2.1]oct-3-ene-8-carboxylate C12CC=CC(CC1)N2C(=O)O.ClC2=NC(=CC(=N2)C(=O)NC2CCC(CC2)OC)OC2CCC2